ClC1C(=C(CCC1(C)C)C1=CC=CC=C1)C=O Chloro-4,4-dimethyl-3,4,5,6-tetrahydro-[1,1'-biphenyl]-2-carbaldehyde